BrC1=CC=C(C=C1)C1=CC(=NC=C1C1=CC=C(C=C1)OC)C(F)(F)F 4-(4-bromophenyl)-5-(4-methoxyphenyl)-2-(trifluoromethyl)pyridine